1-(2-((2R,5R)-2,5-dimethylmorpholino)ethyl)-4-hydroxy-N-((1s,4S)-4-methylcyclohexyl)-2-oxo-1,2-dihydro-1,8-naphthyridine-3-carboxamide C[C@H]1OC[C@H](N(C1)CCN1C(C(=C(C2=CC=CN=C12)O)C(=O)NC1CCC(CC1)C)=O)C